(R or S)-3-((4-(2-(3-methoxycinnolin-7-yl)-6-methylpyridin-3-yl)-1H-pyrazol-1-yl)methyl)-3-methylcyclopentan-1-one COC=1N=NC2=CC(=CC=C2C1)C1=NC(=CC=C1C=1C=NN(C1)C[C@]1(CC(CC1)=O)C)C |o1:24|